N-[(2S,3R,4S)-2-[(3'-chloro-2-fluoro-[1,1'-biphenyl]-3-yl)methyl]-4-fluoro-1-(oxetane-2-carbonyl)pyrrolidin-3-yl]methanesulfonamide ClC=1C=C(C=CC1)C1=C(C(=CC=C1)C[C@@H]1N(C[C@@H]([C@@H]1NS(=O)(=O)C)F)C(=O)C1OCC1)F